ClC1=C(C=CC(=C1)OCC=1C(=NOC1C1CC1)C1=C(C=CC=C1Cl)Cl)C#CC=1C=C(C=C(C(=O)O)C1)C(=O)O 5-((2-chloro-4-((5-cyclopropyl-3-(2,6-dichlorophenyl)isoxazol-4-yl)methoxy)phenyl)ethynyl)isophthalic acid